COCCNC=1C=C(C(=O)OC)C=CC1[N+](=O)[O-] methyl 3-((2-methoxyethyl) amino)-4-nitrobenzoate